CN(CCCOC(=O)OC(CCC(=O)OC(CCCCCCCCCCCCC(=O)[O-])CCCCCCCCCCCCC(=O)[O-])CCCCCCCCCCCC)C 2-((4-(((3-(dimethylamino)propoxy)carbonyl)oxy)hexadecanoyl)oxy)propane-1,3-diyldidodecanoate